OCCNCCCCCC(=O)OC(CCCCCCCCF)CCCCCCCC 9-fluoro-1-octylnonyl 6-(2-hydroxyethylamino)hexanoate